(1R,2R)-N-(6-(benzo[d]thiazol-6-yl)imidazo[1,2-a]pyridin-2-yl)-2-cyanocyclopropane-1-carboxamide S1C=NC2=C1C=C(C=C2)C=2C=CC=1N(C2)C=C(N1)NC(=O)[C@H]1[C@@H](C1)C#N